8-chloro-1-cyclopropyl-2-fluoro-6-(methoxymethoxy)naphthalene ClC=1C=C(C=C2C=CC(=C(C12)C1CC1)F)OCOC